1-(tert-butoxycarbonyl)-7-nitro-1,2,3,4-tetrahydroquinoline-6-carboxylic acid C(C)(C)(C)OC(=O)N1CCCC2=CC(=C(C=C12)[N+](=O)[O-])C(=O)O